1-(2,4-difluoro-5-methylphenyl)-N-methyl-methylamine FC1=C(C=C(C(=C1)F)C)CNC